2-[1H-benzimidazol-2-yl-[1-(2-trimethylsilylethoxymethyl)-5,6-dihydro-4H-cyclopenta[c]pyrazol-3-yl]methyl]-6-bromo-isoindolin-1-one N1C(=NC2=C1C=CC=C2)C(N2C(C1=CC(=CC=C1C2)Br)=O)C=2C1=C(N(N2)COCC[Si](C)(C)C)CCC1